FC(C=1C=CC(=C(C1)NC(=O)N1CC(CC1)(C1=NC=NS1)C1=CC(=C(C=C1)C)F)C(=O)N1CC(C1)O)F N-(5-(difluoromethyl)-2-(3-hydroxyazetidine-1-carbonyl)phenyl)-3-(3-fluoro-4-methylphenyl)-3-(1,2,4-thiadiazol-5-yl)pyrrolidine-1-carboxamide